1,6-dimethyl-2-((2-benzimidazolyl)-thioacetamidomethyl)-3-hydroxy-4-pyridone CN1C(=C(C(C=C1C)=O)O)C(NC(C)=S)C=1NC2=C(N1)C=CC=C2